N-(3-(2-((2-fluoroethyl)amino)-8,9-dihydroimidazo[1',2':1,6]pyrido[2,3-d]pyrimidin-6-yl)-4-methylphenyl)-4-(trifluoromethyl)pyridineamide FCCNC=1N=CC2=C(N1)N1C(C(=C2)C=2C=C(C=CC2C)NC(=O)C2=NC=CC(=C2)C(F)(F)F)=NCC1